ClC=1C=C(C=CC1C(N(C)CCO)=O)NC(=O)C1=C(C(=NS1)C1=CC=CC=C1)C1CC1 N-(3-CHLORO-4-((2-HYDROXYETHYL)(METHYL)CARBAMOYL)PHENYL)-4-CYCLOPROPYL-3-PHENYLISOTHIAZOLE-5-CARBOXAMIDE